6-chloro-7-[(2R)-2-[[(3-chloropyridin-2-yl)oxy]methyl]pyrrolidin-1-yl]-4-oxo-1-[1-[1-(2,2,2-trifluoro-ethyl)azetidin-3-yl]pyrazol-4-yl]quinoline-3-carboxylic acid ClC=1C=C2C(C(=CN(C2=CC1N1[C@H](CCC1)COC1=NC=CC=C1Cl)C=1C=NN(C1)C1CN(C1)CC(F)(F)F)C(=O)O)=O